C(C)(=O)N1CCC(CC1)C(=O)N1[C@H](COC2=C(C1)C=CC(=C2)C(=O)OC)C2=CC=CC=C2 Methyl (S)-4-(1-acetylpiperidine-4-carbonyl)-3-phenyl-2,3,4,5-tetrahydrobenzo[f][1,4]oxazepine-8-carboxylate